CC(C(C(=O)OC)C1=CC(=NO1)N1CCC(CC1)=O)C methyl 3-methyl-2-(3-(4-oxopiperidin-1-yl)isoxazol-5-yl)butanoate